aluminium secbutoxide CC([O-])CC.[Al+3].CC([O-])CC.CC([O-])CC